[Pt+2].C(C)(C)[Si](C(C(C(F)(F)F)=O)C(C)=O)(OC)OC.C(C)(C)[Si](C(C(C(F)(F)F)=O)C(C)=O)(OC)OC bis[3-(isopropyldimethoxysilyl)1,1,1-trifluoro-2,4-pentanedione] platinum (II)